(2R,3'S)-3-(2-cyclopentyl-2-phenyl-2-hydroxyacetoxy)-1-methyl-1-methoxycarbonylmethyl-pyrrolidinium bromide [Br-].C1(CCCC1)[C@@](C(=O)OC1C[N+](CC1)(CC(=O)OC)C)(O)C1=CC=CC=C1